CC1C(N(C2CC1C2)C(=O)C2=NN(C=C2C2=NC=CC=N2)C)CNC2=NC=C(C=C2)C(F)(F)F N-({4-methyl-2-[1-methyl-4-(pyrimidin-2-yl)-1H-pyrazole-3-carbonyl]-2-azabicyclo[3.1.1]hept-3-yl}methyl)-5-(trifluoromethyl)pyridin-2-amine